FC=1C(=NC(=NC1)NC1=NC=C(C=C1)N1CCN(CC1)C)C1=C(C2=C(N(C(=N2)C)C(C)C)S1)C 5-Fluoro-4-(3-isopropyl-2,6-dimethyl-3H-thieno[2,3-d]imidazol-5-yl)-N-(5-(4-methylpiperazin-1-yl)pyridin-2-yl)pyrimidin-2-amine